N1C[C@@H](CC1)NC(C)=O N-((R)-pyrrolidin-3-yl)acetamide